N-(3-fluoropropyl)-3-(((7-(pyridin-4-yl)-2,3-dihydrofuro[3,2-c]pyridin-4-yl)amino)methyl)benzamide FCCCNC(C1=CC(=CC=C1)CNC1=NC=C(C2=C1CCO2)C2=CC=NC=C2)=O